3-[(2-chloro-6-fluorophenyl)methyl]-4-(pyrimidin-2-ylmethyl)-4,5-dihydro-1,2,4-oxadiazol-5-one ClC1=C(C(=CC=C1)F)CC1=NOC(N1CC1=NC=CC=N1)=O